NCCOCCOCCOCCN1N=NC(=C1)CN1CCS(CC1)(=O)=O 4-((1-(2-(2-(2-(2-aminoethoxy)ethoxy)ethoxy)ethyl)-1H-1,2,3-triazole-4-yl)methyl)thiomorpholine 1,1-dioxide